tert-butyl (2R,3S,4S)-4-[(tert-butoxycarbonyl)oxy]-3-[(2-cyclopropylacetyl)oxy]-2-[(4-methoxyphenyl)methyl]pyrrolidine-1-carboxylate C(C)(C)(C)OC(=O)O[C@@H]1[C@H]([C@H](N(C1)C(=O)OC(C)(C)C)CC1=CC=C(C=C1)OC)OC(CC1CC1)=O